(R)-4-Boc-3-morpholinemethylamine C(=O)(OC(C)(C)C)N1[C@@H](COCC1)CN